4,4,4-Trifluoro-1-(4-fluorophenyl)butan-1,3-dion FC(C(CC(=O)C1=CC=C(C=C1)F)=O)(F)F